COC1=C(C=C2C(=NC=NC2=C1)NC1=C(C=C(C(=C1)C=1SC=CC1)C)OC)OC1CN(C1)C(C=C)=O 1-(3-((7-methoxy-4-((2-methoxy-4-methyl-5-(thiophen-2-yl)phenyl)amino)quinazolin-6-yl)oxy)azetidin-1-yl)prop-2-en-1-one